C(CCCCCCCCCCCCC)(=O)OCCCCCCCCCCCCCCCCCCCCCCCC tetracosyl n-tetradecanoate